Ethyl-4-amino-6'-(bis(4-methoxybenzyl)amino)-6-chloro-3-fluoro-4'-methyl-3'-(trifluoromethyl)-[2,2'-bipyridine]-5-carboxylate C(C)OC(=O)C=1C(=C(C(=NC1Cl)C1=NC(=CC(=C1C(F)(F)F)C)N(CC1=CC=C(C=C1)OC)CC1=CC=C(C=C1)OC)F)N